ClC=1C=CC2=C3N(N=C2C1)CCOC3 8-chloro-3,4-dihydro-1H-[1,4]oxazino[4,3-b]indazole